FC(C1=CC=C(C=C1)[C@H](CCC)NC(=O)C1=CC=CC2=C1NC=N2)(F)F N-((S)-1-(4-(trifluoromethyl)phenyl)butyl)-1H-benzo[d]imidazole-7-carboxamide